FC=1C(=NC(=NC1)C1=CNC2=NC=CC=C21)NN2C(CCCC2)C(=O)O ((5-fluoro-2-(1H-pyrrolo[2,3-b]pyridin-3-yl)pyrimidin-4-yl)amino)piperidine-2-carboxylic acid